N-(2-methoxy-4-(1-phenylcyclopentane-1-carboxamido)phenyl)pyridine-2-carboxamide COC1=C(C=CC(=C1)NC(=O)C1(CCCC1)C1=CC=CC=C1)NC(=O)C1=NC=CC=C1